2-amino-N-(1-((2R,4R,5R)-3,3-difluoro-4-hydroxy-5-(hydroxymethyl)oxolan-2-yl)-2-oxo-1,2-dihydropyrimidin-4-yl)-3-methylbutanamide hydrochloride Cl.NC(C(=O)NC1=NC(N(C=C1)[C@@H]1O[C@@H]([C@H](C1(F)F)O)CO)=O)C(C)C